N-benzyl-2-(2,5-dimethoxy-4-propylphenyl)ethylamine C(C1=CC=CC=C1)NCCC1=C(C=C(C(=C1)OC)CCC)OC